3-cyclopropyl-4-iodo-1H-pyrazole-1-carboxylic acid tert-butyl ester C(C)(C)(C)OC(=O)N1N=C(C(=C1)I)C1CC1